BrC1=CC(=CC=2N=C(SC21)N)OC 7-bromo-5-methoxy-1,3-benzothiazol-2-amine